P(OC=CCC)([O-])=O Butenyl Phosphonate